bicyclo[2.2.1]heptanediamine C1CC2(CC1CC2N)N